5-ethynyl-4-(1-(phenylsulfonyl)-1H-indol-3-yl)-N-(piperidin-3-yl)pyrimidin-2-amine C(#C)C=1C(=NC(=NC1)NC1CNCCC1)C1=CN(C2=CC=CC=C12)S(=O)(=O)C1=CC=CC=C1